Ethyl (3β-Hydroxy-5α-androstan-17β-yl)glycolate O[C@@H]1C[C@@H]2CC[C@H]3[C@@H]4CC[C@@H]([C@@]4(C)CC[C@@H]3[C@]2(CC1)C)C(C(=O)OCC)O